FCCN1N=CC(=C1)C1=NC=C(C(=O)NC=2C=NC(=NC2)N2[C@H](CN(CC2)C2=NC=C(C=C2)F)C)C=C1 (S)-6-(1-(2-fluoroethyl)-1H-pyrazol-4-yl)-N-(2-(4-(5-fluoropyridin-2-yl)-2-methylpiperazin-1-yl)pyrimidin-5-yl)nicotinamide